C(C)C1=C(C=CC(=C1C)C(=O)O)C1=CC=CC=C1 ethyl-3-methyl-[1,1'-biphenyl]-4-formic acid